tert-Butyl 7-((3-amino-6-chloropyridazin-4-yl)ethynyl)-2-azaspiro[3.5]nonane-2-carboxylate NC=1N=NC(=CC1C#CC1CCC2(CN(C2)C(=O)OC(C)(C)C)CC1)Cl